2,4-diamino-N-(1-(benzo[d][1,3]dioxol-5-yl)propan-2-yl)butanamide NC(C(=O)NC(CC1=CC2=C(OCO2)C=C1)C)CCN